(R)-4'-cyano-N-(1-methyl-1H-pyrrolo[2,3-c]pyridin-5-yl)-N-(piperidin-3-yl)-[1,1'-biphenyl]-4-carboxamide C(#N)C1=CC=C(C=C1)C1=CC=C(C=C1)C(=O)N([C@H]1CNCCC1)C=1C=C2C(=CN1)N(C=C2)C